3-(5-(((1S,2S)-1-amino-2,3-dihydro-1H-inden-2-yl)oxy)-1-oxoisoindolin-2-yl)piperidine-2,6-dione N[C@@H]1[C@H](CC2=CC=CC=C12)OC=1C=C2CN(C(C2=CC1)=O)C1C(NC(CC1)=O)=O